triethoxysilane, hydrochloride Cl.C(C)O[SiH](OCC)OCC